4-(trifluoromethyl)pyridine-3-formic acid FC(C1=C(C=NC=C1)C(=O)O)(F)F